C1(CC1)N1CC2(C1)CCC2 2-cyclopropyl-2-azaspiro[3.3]heptan